6-(4-cyclopropylphenyl)-N-methyl-pyrazin-2-amine C1(CC1)C1=CC=C(C=C1)C1=CN=CC(=N1)NC